3-chloro-5-fluoro-2-methyl-4-(1,2,3,4-tetrahydroisoquinolin-5-yl)-1H-indole-7-carboxamide ClC1=C(NC2=C(C=C(C(=C12)C1=C2CCNCC2=CC=C1)F)C(=O)N)C